BrC=1C=C(C=CC1)NC1=NC(=NC(=N1)Cl)Cl N-(3-bromophenyl)-4,6-dichloro-1,3,5-triazin-2-amine